[N+](=O)([O-])C1=CC=C(C(=O)[O-])C=C1.C[NH+](CCCCCCCCCCCCCCCCCC)C Dimethylstearylammonium 4-nitrobenzoate